FC1=C(C(=CC=C1)C)N1N=C2C(=CC1=O)NN=C2C2=CC=C(C=C2)N2CC1CCC(C2)N1CCO 5-(2-fluoro-6-methylphenyl)-3-(4-(8-(2-hydroxyethyl)-3,8-diazabicyclo[3.2.1]octan-3-yl)phenyl)-1H-pyrazolo[4,3-c]pyridazin-6(5H)-one